(2-(((1R,4R)-4-methoxycyclohexyl)amino)-8-(4-(morpholine-4-carbonyl)phenyl)pyrido[4,3-d]pyrimidin-5-yl)benzamide COC1CCC(CC1)NC=1N=CC2=C(N1)C(=CN=C2C2=C(C(=O)N)C=CC=C2)C2=CC=C(C=C2)C(=O)N2CCOCC2